COC(C1=C(C=CC=C1)C1NCCC(C1)N1N=CC(=C1)C#N)=O (4-(4-cyano-1H-pyrazol-1-yl)piperidin-2-yl)benzoic acid methyl ester